(1R,2R)-2-methoxy-cyclobutan-1-amine CO[C@H]1[C@@H](CC1)N